C1(CC1)N(C(=O)C1=C(C(C(C(=C1OC1=C(C(=CC=C1)[N+](=O)[O-])C)C)=O)C)NC1=C(C=C(C=C1)I)F)C N-cyclopropyl-2-((2-fluoro-4-iodophenyl)amino)-N,3,5-trimethyl-6-(2-methyl-3-nitrophenoxy)-4-oxocyclohexa-1,5-diene-1-carboxamide